C(C)OP(=O)(OCC)COC1=CC(=C(C(=C1)C)CC1CCC(C12CNC1=CC=CC=C21)=O)C 5-[[4-(diethoxyphosphorylmethoxy)-2,6-dimethyl-phenyl]methyl]spiro[cyclopentane-1,3-indolin]-2-one